2-(N-((4-amino-2-methylpyrimidin-5-yl)methyl)formamido)-5-(phosphonooxy)pent-2-en NC1=NC(=NC=C1CN(C=O)C(C)=CCCOP(=O)(O)O)C